CC1CCC(S1)=O 5-methyl-2-thiolanone